N-(2-((4-fluorobenzyl)amino)pyrimidin-4-yl)-3-nitrobenzenesulfonamide FC1=CC=C(CNC2=NC=CC(=N2)NS(=O)(=O)C2=CC(=CC=C2)[N+](=O)[O-])C=C1